NC1=C(OCC2N(CCC2)C(=O)OC(C)(C)C)C(=CC=C1[N+](=O)[O-])C=1CCN(CC1)C tert-butyl 2-((2-amino-6-(1-methyl-1,2,3,6-tetrahydropyridine-4-yl)-3-nitrophenoxy)methyl)pyrrolidine-1-carboxylate